(S)-37-(((benzyloxy)carbonyl)amino)-31,38,41-trioxo-2,5,8,11,14,17,20,23,26,29-decaoxa-32,39,42-triazatetratetracontan-44-oic acid C(C1=CC=CC=C1)OC(=O)N[C@@H](CCCCNC(COCCOCCOCCOCCOCCOCCOCCOCCOCCOC)=O)C(NCC(NCC(=O)O)=O)=O